2-amino-4-(6-chloro-8-fluoro-2-(((2R,7aS)-2-fluorotetrahydro-1H-pyrrolizin-7a(5H)-yl)methoxy)-4-hydroxyquinazolin-7-yl)-7-fluorobenzo[b]thiophene-3-carbonitrile NC1=C(C2=C(S1)C(=CC=C2C2=C(C=C1C(=NC(=NC1=C2F)OC[C@]21CCCN1C[C@@H](C2)F)O)Cl)F)C#N